C1(CC1)C1=CC(=NN1)NC(C(C)C=1C=C(C=CC1)C=1C=CC(=NC1)NC(\C=C\CN1C[C@@H](CC1)F)=O)=O (E)-N-(5-(3-(1-((5-Cyclopropyl-1H-pyrazol-3-yl)amino)-1-oxopropan-2-yl)phenyl)pyridin-2-yl)-4-((R)-3-fluoropyrrolidin-1-yl)but-2-enamid